C(=O)(O)C1CCCCC1 mono-carboxycyclohexane